ClC=1C=C(C=2N(N1)C(=NN2)C(C)C)NCC2=CC=C(C=C2)C2=CC=NC=C2 6-chloro-3-isopropyl-N-[[4-(4-pyridyl)phenyl]methyl]-[1,2,4]triazolo[4,3-b]pyridazin-8-amine